3-[5-(3,6-dimethoxyisoquinolin-1-yl)-1-oxo-2,3-dihydro-1H-isoindol-2-yl]piperidine-2,6-dione COC=1N=C(C2=CC=C(C=C2C1)OC)C=1C=C2CN(C(C2=CC1)=O)C1C(NC(CC1)=O)=O